1-((S)-2-(3-((2-((3R,4S)-3-fluoro-4-methoxypiperidin-1-yl)pyrimidin-4-yl)amino)-5-isopropyl-8-(3-((methylsulfonyl)methyl)azetidin-1-yl)isoquinolin-6-yl)azepan-1-yl)prop-2-en-1-one F[C@@H]1CN(CC[C@@H]1OC)C1=NC=CC(=N1)NC=1N=CC2=C(C=C(C(=C2C1)C(C)C)[C@H]1N(CCCCC1)C(C=C)=O)N1CC(C1)CS(=O)(=O)C